3-amino-9-fluoro-4-(7-fluoro-1H-indazol-4-yl)-6-methoxy-1H-1,7-phenanthrolin-2-one NC=1C(NC2=C3C=C(C=NC3=C(C=C2C1C1=C2C=NNC2=C(C=C1)F)OC)F)=O